[Al].[Ca] calcium aluminum salt